ClC=1C=C(C(=O)NN)C=CC1F 3-Chloro-4-fluorobenzoic hydrazide